FC1(CCN(CC1)C1=NC(=CC(=N1)CCC)C)F 3-(2-(4,4-difluoropiperidin-1-yl)-6-methylpyrimidin-4-yl)propane